NC=1C=2N(C=CN1)C(=NC2C2=C(C=C(C(=O)NC1=NC=CC(=C1)C(F)(F)F)C=C2)F)N2CC1(CCNC1=C=O)CCC2 4-(8-amino-3-(1-carbonyl-2,7-diazaspiro[4.5]decan-7-yl)imidazo[1,5-a]pyrazin-1-yl)-3-fluoro-N-(4-(trifluoromethyl)pyridin-2-yl)benzamide